3-(4,4'-dibromobenzhydryloxy)-N-(tert-butyl)azetidine-1-carboxamide BrC1=CC=C(C(C2=CC=C(C=C2)Br)OC2CN(C2)C(=O)NC(C)(C)C)C=C1